S1C(=NC2=C1C=CC=C2)NC(C2=C(C=C(C=C2)C=C2CCNCC2)C(F)(F)F)=O N-(benzo[d]thiazol-2-yl)-4-(piperidin-4-ylidenemethyl)-2-(trifluoromethyl)benzamide